3-(5,5-dimethyl-1,3,2-dioxaborolan-2-yl)-N-phenylpropionamide CC1(COB(O1)CCC(=O)NC1=CC=CC=C1)C